2-{1-[(2-Amino-9H-purin-6-yl)amino]ethyl}-3-(4-chlorophenyl)-6-methyl-4H-pyrido[1,2-a]pyrimidin-4-one Trifluoroacetic Acid Salt FC(C(=O)O)(F)F.NC1=NC(=C2N=CNC2=N1)NC(C)C=1N=C2N(C(C1C1=CC=C(C=C1)Cl)=O)C(=CC=C2)C